FC1=C2CN(C(C2=CC(=C1)C(F)(F)F)=O)C1C(NC(CC1)=O)=O 3-(4-fluoro-1-oxo-6-(trifluoromethyl)isoindolin-2-yl)piperidine-2,6-dione